COC=1C=C2C(=CC=NC2=CC1OC)NC=1C=C(C=C(C1)OC)C1=CC=CC=C1 6,7-Dimethoxy-N-(5-Methoxy-[1,1'-biphenyl]-3-yl)quinolin-4-amine